3-(p-tolyl)-2-propyn-1-ol C1(=CC=C(C=C1)C#CCO)C